2-fluoro-6-{[4-(trifluoromethoxy)benzyl]amino}-9-(oxepan-2-yl)-9H-purine FC1=NC(=C2N=CN(C2=N1)C1OCCCCC1)NCC1=CC=C(C=C1)OC(F)(F)F